1-(4-((5-Benzyl-1-methyl-1H-pyrazole-3-carboxamido)methyl)phenyl)-N-methyl-1H-benzo[d]imidazole-5-Formamide C(C1=CC=CC=C1)C1=CC(=NN1C)C(=O)NCC1=CC=C(C=C1)N1C=NC2=C1C=CC(=C2)C(=O)NC